benzylthio-thio-carbon C(C1=CC=CC=C1)SS[C]